N-(((1r,4r)-4-aminocyclohexyl)methyl)-6-(4-(trifluoromethyl)piperidin-1-yl)pyridin-3-amine NC1CCC(CC1)CNC=1C=NC(=CC1)N1CCC(CC1)C(F)(F)F